C[N+]1(CCNCC1)C dimethylpiperazinium